CS(=O)(=O)OCC1CCOCC1 tetrahydropyran-4-ylmethyl methanesulfonate